3,5,7-Trihydroxy-2-[4-hydroxy-3-(3-methyl-2-butenyl)phenyl]-4H-1-benzopyran-4-one OC1=C(OC2=C(C1=O)C(=CC(=C2)O)O)C2=CC(=C(C=C2)O)CC=C(C)C